8-((4-bromophenyl)sulfonyl)-3-hydroxyquinazoline-2,4(1H,3H)-dione BrC1=CC=C(C=C1)S(=O)(=O)C=1C=CC=C2C(N(C(NC12)=O)O)=O